(R)-N-[(1R)-1-[3-(1,1-difluoro-2-hydroxyethyl)-2-fluorophenyl]ethyl]-2-methyl-propane-2-sulfinamide FC(CO)(F)C=1C(=C(C=CC1)[C@@H](C)N[S@](=O)C(C)(C)C)F